O=C(CCCCCCCCC(=O)O)N[C@@H](C(C)(C)C)C(=O)N1[C@@H](C[C@H](C1)O)C(N[C@@H](C)C1=CC=C(C=C1)C1=C(N=CS1)C)=O 10-oxo-10-[[(1S)-2,2-dimethyl-1-[(2S,4R)-4-hydroxy-2-[[(1S)-1-[4-(4-methylthiazol-5-yl)phenyl]ethyl]carbamoyl]pyrrolidine-1-carbonyl]propyl]amino]decanoic acid